O=C1N(CC2=CC(=CC=C12)C[C@@H]1[C@H](CCCC1)N[C@@H](C)C1=CC=CC=C1)C1C(NC(CC1)=O)=O 3-(1-oxo-5-(((1R,2S)-2-(((S)-1-phenylethyl)amino)cyclohexyl)methyl)isoindolin-2-yl)piperidine-2,6-dione